O1N=COC2C1=CN(C=C2)C(=O)[O-] 4H-pyrido[4,3-e][1,4,2]dioxazine-7(4aH)-carboxylate